C(CCCCCCCCC)(=O)O[C@@H]1[C@](O[C@H](C1)N1C2=NC(=NC(=C2N=C1)N)F)(CO)C#C (2R,3S,5R)-5-(6-amino-2-fluoro-9H-purin-9-yl)-2-ethynyl-2-(hydroxymethyl)tetrahydrofuran-3-yl decanoate